C1(=CC=CC=C1)C1=CC(=NN1)C1=CC=CC=C1 DIPHENYL-PYRAZOLE